3-(4-bromophenyl-thio)-4-hydroxypent-3-en-2-one BrC1=CC=C(C=C1)SC(C(C)=O)=C(C)O